1,3-bis(3-aminopropyl)-1,1,3,3-tetramethyl-disiloxane lithium-nickel-cobalt-manganese [Mn].[Co].[Ni].[Li].NCCC[Si](O[Si](C)(C)CCCN)(C)C